Cl.FC(C1=NC=C(C(=C1)C=1NC2=CC=NC=C2C(C1)=O)C1CCC(CC1)C(F)(F)F)(F)F 2-[2-(trifluoromethyl)-5-[4-(trifluoromethyl)cyclohexyl]-4-pyridyl]-1H-1,6-naphthyridin-4-one hydrochloride